methyl 8-bromo-9-(4-(difluoro(1-(3-fluoropropyl)azetidin-3-yl)methyl)phenyl)-6,7-dihydro-5H-benzo[7]annulene-3-carboxylate BrC=1CCCC2=C(C1C1=CC=C(C=C1)C(C1CN(C1)CCCF)(F)F)C=CC(=C2)C(=O)OC